N-(4-CHLORO-1-METHYL-1H-INDAZOL-7-YL)-1-(4-(TRIFLUOROMETHYL)PYRIDIN-2-YL)-1H-PYRAZOLE-4-SULFONAMIDE ClC1=C2C=NN(C2=C(C=C1)NS(=O)(=O)C=1C=NN(C1)C1=NC=CC(=C1)C(F)(F)F)C